O=C1N2C(=NN1C=1C=C(C#N)C=CC1)CC[C@H]2C2=CC=CC=C2 3-[(5S)-3-oxo-5-phenyl-6,7-dihydro-3H-pyrrolo[2,1-c][1,2,4]triazol-2(5H)-yl]benzonitrile